C(C)NC(C(SC)OC=1C=C2C=C(C=NC2=C(C1)C)C#C)=O N-ethyl-2-[(3-eth-ynyl-8-methyl-6-quinolyl)oxy]-2-methylsulfanyl-acetamide